(R)-N-(1-cyanocyclopropyl)-9-(5-(difluoromethyl)-1,3,4-thiadiazol-2-yl)-4-(3-(hydroxymethyl)-4-isobutyrylpiperazin-1-yl)-9H-pyrimido[4,5-b]indole-7-sulfonamide C(#N)C1(CC1)NS(=O)(=O)C1=CC=C2C3=C(N(C2=C1)C=1SC(=NN1)C(F)F)N=CN=C3N3C[C@@H](N(CC3)C(C(C)C)=O)CO